FC1=CC=C(C=C1)[C@@H]1N(CCC2=CC=CC=C12)C(=O)[C@@H]1CC([C@H](CO1)NC([O-])=O)=C ((3R,6S)-6-((S)-1-(4-fluorophenyl)-1,2,3,4-tetrahydroisoquinoline-2-carbonyl)-4-methylenetetrahydro-2H-pyran-3-yl)carbamate